ClC=1C=C(C=CC1)N1C=C(C2=CC=CC=C12)NC(C=C)=O N-(1-(3-chlorophenyl)-1H-indol-3-yl)acrylamide